C1(CC1)C1=CC(=NC2=CC=C3C(=C12)C=NN3)C3=CC=C(C#N)C=C3 4-(9-Cyclopropyl-3H-pyrazolo[4,3-f]quinolin-7-yl)benzonitrile